N-(4-amino-1H-pyrazolo[4,3-c]pyridin-7-yl)-N',N'-bis(2-pyridylmethyl)oxamide NC1=NC=C(C2=C1C=NN2)NC(=O)C(=O)N(CC2=NC=CC=C2)CC2=NC=CC=C2